1-[5-tert-butyl-2-(2-methylpyridin-5-yl)-2H-pyrazol-3-yl]-3-[4-(2-(4-methylaminobenzoimidazol-1-yl)ethoxy)naphthalen-1-yl]-urea C(C)(C)(C)C=1C=C(N(N1)C=1C=CC(=NC1)C)NC(=O)NC1=CC=C(C2=CC=CC=C12)OCCN1C=NC2=C1C=CC=C2NC